3-(4-{[3-(2-methoxyethoxy)phenyl]sulfamoyl}phenyl)-1-(pyridin-3-ylmethyl)urea COCCOC=1C=C(C=CC1)NS(=O)(=O)C1=CC=C(C=C1)NC(NCC=1C=NC=CC1)=O